5-[4-[(7-ethyl-6-oxo-5H-1,5-naphthyridin-3-yl)methyl]piperazin-1-yl]-N-methyl-6-(trifluoromethyl)pyridine-2-carboxamide C(C)C=1C(NC=2C=C(C=NC2C1)CN1CCN(CC1)C=1C=CC(=NC1C(F)(F)F)C(=O)NC)=O